(4-(1-((R)-2-cyano-1-cyclopentylethyl)-1H-pyrazol-4-yl)-7H-pyrrolo[2,3-d]pyrimidin-7-yl)methyl 5-((3R)-1-oxido-1,2-dithiolan-3-yl)pentanoate O=S1S[C@@H](CC1)CCCCC(=O)OCN1C=CC2=C1N=CN=C2C=2C=NN(C2)[C@H](CC#N)C2CCCC2